3-(5-cyclopropyl-6-fluoro-1-oxoisoindolin-2-yl)piperidine-2,6-dione C1(CC1)C=1C=C2CN(C(C2=CC1F)=O)C1C(NC(CC1)=O)=O